6-fluoro-2-methyl-quinazolin-4(3H)-one FC=1C=C2C(NC(=NC2=CC1)C)=O